ClC=1C=C(C=CC1F)CNCC(OC)OC N-[(3-chloro-4-fluoro-phenyl)methyl]-2,2-dimethoxy-ethylamine